FC1=NC=CC(=C1F)COC1=CC2=C(C(N(CCO2)C[C@@H](CN2CC3=CC=CC=C3CC2)O)=O)C=C1 8-[(2,3-difluoro-4-pyridinyl)methoxy]-4-[(2R)-3-(3,4-dihydro-1H-isoquinolin-2-yl)-2-hydroxy-propyl]-2,3-dihydro-1,4-benzoxazepin-5-one